C(C)OC(=O)C=1C(=NC=CC1)N1CCN(CC1)CC1=C(C(=C(C=C1)OC)OC)OC 2-[4-[(2,3,4-trimethoxyphenyl)methyl]Piperazin-1-yl]Pyridine-3-carboxylic acid ethyl ester